NC1=CC=C(C=N1)OC1=CC(=NC2=CC(=C(C=C12)OC)OC)NCC1=CC=C(C=C1)OC 4-((6-aminopyridin-3-yl)oxy)-6,7-dimethoxy-N-(4-methoxybenzyl)quinolin-2-amine